(1-(2-(7-cyclohexyl-5-methoxy-1H-indol-3-yl)ethyl)-7-ethoxy-6-methoxy-3,4-dihydroisoquinolin-2(1H)-yl)(morpholinyl)methanone C1(CCCCC1)C=1C=C(C=C2C(=CNC12)CCC1N(CCC2=CC(=C(C=C12)OCC)OC)C(=O)N1CCOCC1)OC